4-chloro-2-(1-isopropyl-1H-benzo[d][1,2,3]triazol-5-yl)benzo[d]oxazole ClC1=CC=CC2=C1N=C(O2)C2=CC1=C(N(N=N1)C(C)C)C=C2